4-(5-methyl-2-((1-(tetrahydro-2H-pyran-4-yl)-1H-pyrazol-4-yl)amino)pyrimidin-4-yl)-N-(2,2,2-trifluoroethyl)benzamide CC=1C(=NC(=NC1)NC=1C=NN(C1)C1CCOCC1)C1=CC=C(C(=O)NCC(F)(F)F)C=C1